FC1CC(N2N=C(N=C21)C(C(=C)C)=O)C2=CC=CC=C2 1-(7-fluoro-5-phenyl-6,7-dihydro-5H-pyrrolo[1,2-b][1,2,4]triazol-2-yl)-2-methyl-prop-2-en-1-one